N-(3-acetyl-2-fluorophenyl)acetamide C(C)(=O)C=1C(=C(C=CC1)NC(C)=O)F